C=C1COC2=C1C=CC=C2 3-methylenebenzofuran